1,3-bis(7-benzo[c]acridinyl)benzene C1=CC=CC=2C=CC=3C(=C4C=CC=CC4=NC3C21)C2=CC(=CC=C2)C2=C1C=CC=CC1=NC=1C3=C(C=CC21)C=CC=C3